C(C=C)C1C(=O)OCCC1 α-allyl(valerolactone)